C(CCC)NC(=O)NC=1C=C(C(=O)N)C=CC1N1CCN(CC1)C(C1=CC=CC=C1)C1=CC=CC=C1 3-[[(butylamino)carbonyl]amino]-4-[4-(diphenylmethyl)-1-piperazinyl]-benzamide